ethyl 8-chloro-6-(2-fluorophenyl)-4H-imidazo[1,5-a][1,4]benzodiazepine-3-carboxylate ClC=1C=CC2=C(C(=NCC=3N2C=NC3C(=O)OCC)C3=C(C=CC=C3)F)C1